C(C)(C)(C)OC(=O)N1C[C@H](N(CC1)C1=NC=C(C=C1[N+](=O)[O-])C#N)C(=O)O (S)-4-(tert-butoxycarbonyl)-1-(5-cyano-3-nitropyridin-2-yl)piperazine-2-carboxylic acid